N-((4,6-dimethylpyrimidin-2-yl)carbamoyl)-4-(2-hydroxypropan-2-yl)furan-2-sulfonamide CC1=NC(=NC(=C1)C)NC(=O)NS(=O)(=O)C=1OC=C(C1)C(C)(C)O